C(CC)C1CCC(CC1)OC(N)=O carbamic acid (1s,4S)-4-propylcyclohexyl ester